(R)-8-(1-((2-(5,5-dimethyl-1,3,2-dioxaborinan-2-yl)-3-fluorophenyl)amino)ethyl)-2-(4,4-dimethylpiperidin-1-yl)-3,6-dimethyl-4H-chromen-4-one CC1(COB(OC1)C1=C(C=CC=C1F)N[C@H](C)C=1C=C(C=C2C(C(=C(OC12)N1CCC(CC1)(C)C)C)=O)C)C